OC1=C(C=C(C=C1)C=O)O 1,2-dihydroxy-4-formylbenzene